(S)-1-(3-(furan-3-yl)propanoyl)-N-((S)-1-(4-methoxyphenyl)-2-((4-methoxyphenyl)amino)-2-oxoethyl)pyrrolidine-2-carboxamide O1C=C(C=C1)CCC(=O)N1[C@@H](CCC1)C(=O)N[C@H](C(=O)NC1=CC=C(C=C1)OC)C1=CC=C(C=C1)OC